COC=1C=2N(C=C(C1)C1=CC3=C(NC(N3)=O)C=C1C)N=CN2 5-(8-methoxy-[1,2,4]triazolo[1,5-a]pyridin-6-yl)-6-methyl-1,3-dihydro-2H-benzo[d]imidazol-2-one